ALPHA-FARNESEN CC(C)=CCC\C(\C)=C\C\C=C(/C)\C=C